3-amino-4-(trifluoromethyl)biphenyl NC=1C=C(C=CC1C(F)(F)F)C1=CC=CC=C1